FC(C1=CN=CC(=N1)C(C)=NO)(F)F 1-[6-(trifluoromethyl)pyrazin-2-yl]ethanone oxime